4-(chloromethyl)-1,5-dimethyl-1H-1,2,3-triazole hydrochloride Cl.ClCC=1N=NN(C1C)C